5-(3-((6-(cyclopropanecarboxamido)-3-((methyl-d3)carbamoyl)pyridazin-4-yl)amino)-2-methoxyphenyl)-N,N-dimethylthiazole-2-carboxamide C1(CC1)C(=O)NC1=CC(=C(N=N1)C(NC([2H])([2H])[2H])=O)NC=1C(=C(C=CC1)C1=CN=C(S1)C(=O)N(C)C)OC